(rac-(5S,7S)-7-fluoro-5-phenyl-6,7-dihydro-5H-pyrrolo[1,2-b][1,2,4]triazol-2-yl)-(2-pyridyl)methanone F[C@H]1C[C@H](N2N=C(N=C21)C(=O)C2=NC=CC=C2)C2=CC=CC=C2 |r|